C(C)(CC)N1N=CC=2N=C(N=C(C21)NC(C)C=2C=NC(=CC2)C2=CC=CC=C2)N2CCN(CC2)C(C)=O 1-(4-{1-sec-Butyl-7-[1-(6-phenyl-pyridin-3-yl)-ethylamino]-1H-pyrazolo[4,3-d]pyrimidin-5-yl}-piperazin-1-yl)-ethanon